tetradecyl-[3-(triethoxysilyl)propyl]amine C(CCCCCCCCCCCCC)NCCC[Si](OCC)(OCC)OCC